C(C=C)OC1=CC(=CC2=C1OC(O2)(C2=CC=CC=C2)C2=CC=CC=C2)C(=O)Cl 7-(allyloxy)-2,2-diphenylbenzo[d][1,3]dioxol-5-carbonyl chloride